ClC=1C(=C(CNC(CN(C(CN2N=C3C(N=C(NC3=O)NC(OC)=O)=C2)=O)C(C)C)=O)C=CC1)F methyl (2-(2-((2-((3-chloro-2-fluorobenzyl)amino)-2-oxoethyl)(isopropyl)amino)-2-oxoethyl)-7-oxo-6,7-dihydro-2H-pyrazolo[4,3-d]pyrimidin-5-yl)carbamate